COC(C1=CC(=C(C=C1)OC(F)F)OCC1CC1)=O.NCCNCCC[Si](OC)(OC)OC N-(2-aminoethyl)3-aminopropyl-trimethoxysilane Methyl-3-(cyclopropylmethoxy)-4-(difluoromethoxy)-benzoate